5-vinylbenzo[d][1,3]dioxol C(=C)C1=CC2=C(OCO2)C=C1